S1C=NC2=C1C=CC(=C2)OC2=C(C=C(C=C2)NC=2C1=C(N=CN2)SC2=C1CCN(C2)C(\C=C\N(C)C)=O)C (E)-1-(4-((4-(Benzo[d]thiazol-5-yloxy)-3-methylphenyl)amino)-5,6-dihydropyrido[4',3':4,5]thieno[2,3-d]pyrimidin-7(8H)-yl)-3-(dimethylamino)prop-2-en-1-one